CC1=NC=2N(C(=C1)[C@H]1COCCC1)N=C(C2)[C@@H]2CC[C@H](CC2)C(F)(F)F 5-methyl-7-[(3S)-oxacyclohex-3-yl]-2-[trans-4-(trifluoromethyl)cyclohexyl]pyrazolo[1,5-a]pyrimidine